2-chloro-5-{[(cyclopentylcarbonyl)amino]methyl}-N-[1-(6-methoxypyridin-3-yl)-1H-indazol-4-yl]benzamide ClC1=C(C(=O)NC2=C3C=NN(C3=CC=C2)C=2C=NC(=CC2)OC)C=C(C=C1)CNC(=O)C1CCCC1